methyl (4S,7S)-4-amino-8,8-dimethyl-5-oxooctahydropyrrolo[2,1-b][1,3]thiazepine-7-carboxylate N[C@@H]1C(N2C(SCC1)CC([C@H]2C(=O)OC)(C)C)=O